C1(CC1)C1=NC=NC(=C1C1=NC=C(C(=N1)OCC1=CC=C(C=C1)N1N=C(C=C1OC)C(F)(F)F)C)OC 2-(4-cyclopropyl-6-methoxy-pyrimidin-5-yl)-4-[[4-[5-methoxy-3-(trifluoromethyl)pyrazol-1-yl]phenyl]methoxy]-5-methyl-pyrimidine